(S)-N-hydroxy-1,3,4,6,11,11a-hexahydro-[1,4]oxazino[4,3-b]isoquinoline-9-carboxamide ONC(=O)C1=CC=2C[C@@H]3N(CC2C=C1)CCOC3